3-(3-ethyl-4-oxo-spiro[6,8-dihydro-5H-pyrazolo[4,3-c]azepine-7,4'-tetrahydropyran]-1-yl)propyl 1,3,5-trimethylpyrazole-4-carboxylate CN1N=C(C(=C1C)C(=O)OCCCN1N=C(C=2C(NCC3(CCOCC3)CC21)=O)CC)C